C(=O)(O)C=1C(=NC=CC1)NC1=C(C=NC2=CC=C(C=C12)OC(F)(F)F)C(=O)O 4-[(3-carboxy-2-pyridyl)amino]-6-(trifluoromethoxy)quinoline-3-carboxylic acid